1-(tert-butyl) 2-methyl (R)-4-(4-amino-5-((2,3-dichlorophenyl)thio)-1-methyl-6-oxo-1,6-dihydropyrimidin-2-yl)piperazine-1,2-dicarboxylate NC=1N=C(N(C(C1SC1=C(C(=CC=C1)Cl)Cl)=O)C)N1C[C@@H](N(CC1)C(=O)OC(C)(C)C)C(=O)OC